C(C)O.C(CCC)OP(=O)(OCCCC)OCCCC tributylphosphate-Ethanol